C(C)(C)(C)OC(=O)N[C@H](C(=O)OCC1=CC=CC=C1)CNC(=O)NC1CCC(C2=CC=CC=C12)(C)C (2S)-benzyl 2-(tert-butoxycarbonylamino)-3-(3-(4,4-dimethyl-1,2,3,4-tetrahydronaphthalen-1-yl)ureido)propanoate